1-(1-methylpyrrolidin-2-yl)methylamine CN1C(CCC1)CN